ethylbutyrylaminopropionate C(C)C(C(=O)[O-])(C)NC(CCC)=O